C(C)(=O)N1[C@H]([C@@H](N(CC1)C(C=C)=O)C)C=1C(=C(C=C(C1)Cl)C1=CC(=NC=C1)C(=O)NC)F 4-(3-((2s,3S)-1-acetyl-4-acryloyl-3-methylpiperazin-2-yl)-5-chloro-2-fluorophenyl)-N-methylpicolinamide